CS(=O)(=O)NC=1C=CC(=NC1)N1[C@@H]2CN([C@H](C1)C2)C(=O)OC(C)(C)C (1S,4S)-tert-butyl 5-(5-(methylsulfonamido)pyridin-2-yl)-2,5-diazabicyclo[2.2.1]heptane-2-carboxylate